1,3-dihydro-2H-benzo[d]imidazol-2-one citrate C(CC(O)(C(=O)O)CC(=O)O)(=O)O.N1C(NC2=C1C=CC=C2)=O